F[C@@H]1[C@H](CNC1)NC(=O)C1CNCC1 N-[(3S,4S)-4-fluoropyrrolidin-3-yl]pyrrolidine-3-carboxamide